4-{[(1R)-1-(4-Chlorophenyl)-7-fluoro-5-[1-hydroxy-1-(1-methyl-1H-imidazol-4-yl)propyl]-3-oxo-1-[(3S)-oxolan-3-yloxy]-2,3-dihydro-1H-isoindol-2-yl]methyl}benzonitril ClC1=CC=C(C=C1)[C@@]1(N(C(C2=CC(=CC(=C12)F)C(CC)(C=1N=CN(C1)C)O)=O)CC1=CC=C(C#N)C=C1)O[C@@H]1COCC1